N=1N=C(N2C1C=CC=C2)C2[C@H]1CNC[C@@H]21 (1R,5S,6r)-6-([1,2,4]Triazolo[4,3-a]Pyridin-3-yl)-3-azabicyclo[3.1.0]Hexane